ClC1=CC=C(C(=O)NC(C)C=2N=C3CCCN(C3=CC2)C(=O)O[C@H](COC)C)C=C1 (S)-1-methoxypropan-2-yl 6-(1-(4-chlorobenzamido)ethyl)-3,4-dihydro-1,5-naphthyridine-1(2H)-carboxylate